5-((3-(4-(2-((4-chlorobenzyl)amino)-2-oxoacetamido)-3-(methoxycarbonyl)phenoxy)azetidin-1-yl)methyl)benzoate ClC1=CC=C(CNC(C(=O)NC2=C(C=C(OC3CN(C3)CC=3C=CC=C(C(=O)[O-])C3)C=C2)C(=O)OC)=O)C=C1